C(#N)C1=C(C=CC=C1)NC1(CCCCO1)C(=O)OC methyl 6-((2-cyanophenyl) amino)-6-oxanate